BrC=1C(N(C(=CC1OCC1=C(C=C(C=C1)F)F)C)CC=1C=C(C#N)C=CC1)=O 3-{[3-bromo-4-[(2,4-difluorobenzyl)oxy]-6-methyl-2-oxopyridin-1(2H)-yl]-methyl}benzonitrile